8-fluoropyrazolo[1,5-a]quinoxalin-4(5H)-one FC1=CC=C2NC(C=3N(C2=C1)N=CC3)=O